OCC1(CCC1)N 1-(hydroxymethyl)cyclobutylamine